4-(4-fluoro-3-isopropyl-2-(8-methoxy-[1,2,4]triazolo[1,5-a]pyridin-6-yl)-1H-pyrrolo[2,3-c]pyridin-5-yl)-N-isopropyl-N-methylcyclohexan-1-amine FC1=C2C(=CN=C1C1CCC(CC1)N(C)C(C)C)NC(=C2C(C)C)C=2C=C(C=1N(C2)N=CN1)OC